C(C)[C@]12[C@H]3CC[C@@]4([C@H](CC[C@H]4[C@@H]3CC[C@@H]2C[C@](CC1)(C)O)C(CN1N=CC=N1)=O)C 1-((3R,5R,8S,9S,10S,13S,14S,17S)-10-ethyl-3-hydroxy-3,13-dimethylhexadecahydro-1H-cyclopenta[a]phenanthren-17-yl)-2-(2H-1,2,3-triazol-2-yl)ethan-1-one